C1(CCCCCCC1)C(C(=O)NC1=CC=C2C(=C1)NC(C21CCOCC1)=O)NC=1C=CC=2N(N1)C=CN2 2-Cyclooctyl-2-(imidazo[1,2-b]-pyridazin-6-ylamino)-N-(2-oxospiro[1H-indole-3,4'-oxane]-6-yl)acetamide